BrC1=C(C=C(C=C1)C=1N=NC(=CC1)COC)OC 3-(4-bromo-3-methoxyphenyl)-6-(methoxymethyl)pyridazine